O(C1=CC=CC=C1)CCSCC1=CNC(O1)=S 5-(Phenoxyethylthiomethyl)oxazole-2(3H)-thione